OC(CCCCCCCCC(=O)O)CCCCCCC 10-hydroxyheptadecanoic acid